tert-butyl N-(2,4-difluorophenyl)carbamate FC1=C(C=CC(=C1)F)NC(OC(C)(C)C)=O